C(C)(C)(C)OC(=O)N1C[C@H](CC1)OC1=C(C=C(C(=O)N2CCN(CC2)C(=O)C=2C=C(C=C(C2)F)N2CCN(CC2)C(=O)OC(C)(C)C)C=C1)C1CCCCC1 tert-butyl (S)-4-(3-(4-(4-((1-(tert-butoxycarbonyl)pyrrolidin-3-yl)oxy)-3-cyclohexylbenzoyl)piperazine-1-carbonyl)-5-fluorophenyl)piperazine-1-carboxylate